ethyl 2-[2-[(4-methoxyphenyl)methyl]-5-(trifluoromethyl)pyrazol-3-yl]acetate COC1=CC=C(C=C1)CN1N=C(C=C1CC(=O)OCC)C(F)(F)F